C(C)C1=CC=C(C=C1)C(C)=O 4'-ethyl-acetophenone